5,10-dimethyl-5,6,9,10,11,12-hexahydropyrido[4'',3'':4',5']thieno[2',3':4,5]pyrimido[1,2-a]thieno[2,3-f][1,4]diazepin-4,13-dione CN1CC=2N(C3=C(C1=O)SC=C3)C(C3=C(N2)SC2=C3CCN(C2)C)=O